C(C)(=O)N1CCC(CC1)CCNC=1N=CC2=C(N1)N(C(C(=C2)C=2C(=C(C=CC2F)NS(=O)(=O)N2C[C@@H](CC2)F)F)=O)C (3R)-N-[3-[2-[2-(1-acetylpiperidin-4-yl)ethylamino]-8-methyl-7-oxopyrido[2,3-d]pyrimidin-6-yl]-2,4-difluorophenyl]-3-fluoropyrrolidine-1-sulfonamide